C(C)(C)(C)C1N(CCC(C1)OCC=1C=C2C(NCC2=C(C1)C(F)(F)F)=O)C(=O)OC(CN)C(=O)OCC1=CC=CC=C1 Cbzethanolamine tert-Butyl-4-((3-oxo-7-(trifluoromethyl)isoindolin-5-yl)methoxy)piperidine-1-carboxylate